C(CCCCC)C1(C2=CC(=CC=C2C=2C=CC(=CC12)Br)Br)CCCCCC 9,9-dihexyl-2,7-dibromofluorene